ClC1=C(C=CC=C1NC1=CC(=CC=C1)OC(F)F)[C@@]1(CC(N(C(N1)=N)C1CCOCC1)=O)C (6S)-6-{2-Chloro-3-[3-(difluoro-methoxy)anilino]phenyl}-2-imino-6-methyl-3-(tetrahydropyran-4-yl)hexahydropyrimidin-4-one